CC(C)C(C(=O)N)CC (1-methylethyl)-butyramide